FCCCN1CC(C1)CC1=CC=C(C=C1)C1=C(CCCC2=C1C=CC(=C2)C(=O)O)CC(C)C 9-(4-((1-(3-fluoropropyl)azetidin-3-yl)methyl)phenyl)-8-isobutyl-6,7-dihydro-5H-benzo[7]annulene-3-carboxylic acid